FC1(CCC(CC1)N1N=CC(=C1)N1N=NC(=C1)C1=C(C=C(C=C1)NS(=O)(=O)CCO)N1CCC2(CC2)CC1)F N-(4-(1-(1-(4,4-difluorocyclohexyl)-1H-pyrazol-4-yl)-1H-1,2,3-triazol-4-yl)-3-(6-azaspiro[2.5]octan-6-yl)phenyl)-2-hydroxyethane-1-sulfonamide